OCCN1CCN(CC1)CCC 3-(4-(2-hydroxyethyl)piperazin-1-yl)propan